7-isopentenoxy-4'-chloro-flavonol C(=CC(C)C)OC1=CC=C2C(C(=C(OC2=C1)C1=CC=C(C=C1)Cl)O)=O